Methyl 6-(4-chlorophenyl)-2-(1-(methyl-d3)-1H-pyrazol-4-yl)-3-oxo-2,3,4,5-tetrahydropyridazin-4-carboxylate ClC1=CC=C(C=C1)C=1CC(C(N(N1)C=1C=NN(C1)C([2H])([2H])[2H])=O)C(=O)OC